Tridecafluorodecyl acrylate C(C=C)(=O)OC(C(C(C(C(CCCCC(F)(F)F)(F)F)(F)F)(F)F)(F)F)(F)F